3-Bromo-2-[[(3R,5R)-1-methyl-5-[4-(2-piperazin-1-ylethoxy)phenyl]-3-piperidyl]amino]pyrido[1,2-a]pyrimidin-4-one BrC1=C(N=C2N(C1=O)C=CC=C2)N[C@H]2CN(C[C@H](C2)C2=CC=C(C=C2)OCCN2CCNCC2)C